COC1=CC=C(CN2CCOCC23CCC(CC3)=O)C=C1 1-[(4-methoxybenzyl)]-4-oxa-1-azaspiro[5.5]undecan-9-one